CC=CCCCCC oct-2-ene